trimethoxytitanium CO[Ti](OC)OC